3,6-bis({4-[bis(2-hydroxydodecyl)amino]butyl})piperazine-2,5-dione OC(CN(CCCCC1C(NC(C(N1)=O)CCCCN(CC(CCCCCCCCCC)O)CC(CCCCCCCCCC)O)=O)CC(CCCCCCCCCC)O)CCCCCCCCCC